C(C1=CC=CC=C1)N1CCC(CC1)CCNC(=O)C1CCN(CC1)C1=CC(=CC(=C1)F)C#N N-[2-(1-benzylpiperidin-4-yl)ethyl]-1-(3-cyano-5-fluorophenyl)piperidine-4-carboxamide